10-[3-(dimethylamino)propyl]-3,4,6,7,9,10-hexahydroacridine CN(CCCN1C=2CCC=CC2CC2=CCCC=C12)C